tris(3,5-dimethyl-4-bromopyrazolyl) borate B(ON1N=C(C(=C1C)Br)C)(ON1N=C(C(=C1C)Br)C)ON1N=C(C(=C1C)Br)C